N'-[(3R,4R)-1-{(5S)-5-[3-(2,6-difluorophenyl)-5-methylpyridin-2-yl]-4,5-dihydro-1,2-oxazol-3-yl}-4-fluoropyrrolidin-3-yl]-N,N-dimethylsulfuric diamide FC1=C(C(=CC=C1)F)C=1C(=NC=C(C1)C)[C@@H]1CC(=NO1)N1C[C@H]([C@@H](C1)F)NS(N(C)C)(=O)=O